[6-(azetidin-3-yl)pyridazin-3-yl]-5-{2,8-dimethylimidazo[1,2-a]pyrazin-6-yl}phenol N1CC(C1)C1=CC=C(N=N1)C1=C(C=C(C=C1)C=1N=C(C=2N(C1)C=C(N2)C)C)O